N-(tert-butyl)-N-methyl-pyrrolidinium C(C)(C)(C)[N+]1(CCCC1)C